P.[Pd+2] palladium (II) phosphine